(7S)-9-(2,6-difluorophenyl)-3,7-dimethyl-13,16-dioxa-18-thia-2,5,8-triazatetracyclo[8.8.0.02,6.011,17]octadeca-1(10),3,5,8,11(17)-pentaene FC1=C(C(=CC=C1)F)C1=N[C@H](C2=NC=C(N2C=2SC=3OCCOCC3C12)C)C